dibutylaminomethyl-tributoxysilane C(CCC)N(CCCC)C[Si](OCCCC)(OCCCC)OCCCC